Dichloro-(1,5-cyclooctadiene) palladium (II) [Pd+2].ClC1=C(CCC=CCC1)Cl